S(=O)(=O)([O-])C1=CC=CC=C1.[N+](=O)([O-])C1=C(C=CC=C1)N1C(=CC=C1)C=C\C=N\NC(=[NH2+])N (E)-N-[1-(2-nitrophenyl)-1H-pyrrole-2-yl-allylideneamino]-guanidinium besylate